2-(2-Methyl-4-(((5-oxo-4-(2-(tri-fluoromethyl)phenyl)-4,5-dihydro-1H-1,2,4-triazol-1-yl)methyl)thio)-phenoxy)acetic acid CC1=C(OCC(=O)O)C=CC(=C1)SCN1N=CN(C1=O)C1=C(C=CC=C1)C(F)(F)F